3-{3-[4-(1,4-Diazacycloheptan-1-yl)phenyl]-1,2-oxazol-5-yl}-5-fluoro-6-(2-methoxyethoxy)-1H-indazole N1(CCNCCC1)C1=CC=C(C=C1)C1=NOC(=C1)C1=NNC2=CC(=C(C=C12)F)OCCOC